C(=C)C1=CC=CC2=NC3=CC=CC=C3C=C12 vinyl-acridine